C(C)(C)(C)S(=O)N1[C@@H]([C@@H]1CC)C(=O)OCC ethyl (2s,3s)-1-(tert-butylsulfinyl)-3-ethylaziridine-2-carboxylate